C4-oxo-5,6,7,8-tetrahydro-4H-pyrazolo[1,5-a]azepine-2-carboxylic acid O=C1C=2N(CCCC1)N=C(C2)C(=O)O